NC1=NC2=CC=C(C=C2C=C1C)C(=O)N(CC1=C2C(=NC=C1)NC=C2)CC2=C(C=CC=C2)O 2-amino-N-(2-hydroxybenzyl)-3-methyl-N-(1H-pyrrolo[2,3-b]pyridin-4-ylmethyl)-6-quinolinecarboxamide